C1(CC1)N1CC2CN(CC(C1)O2)C=2C=CC=1N(C2)N=C(N1)C1=C2C=C(N=CC2=C(N=C1)NC)C1(CC1)C(=O)N (5-(6-(7-cyclopropyl-9-oxa-3,7-diazabicyclo[3.3.1]non-3-yl)-[1,2,4]triazolo[1,5-a]pyridin-2-yl)-8-(methylamino)-2,7-naphthyridin-3-yl)cyclopropanecarboxamide